NC1=CC(=C(C=C1)C1=C(C=C(C=C1)N)S(=O)(=O)O)S(=O)(=O)O 4,4'-diamino-2,2'-disulfo-biphenyl